FC1=C(C=C(C=C1)F)C(C)=O 1-(2,5-difluorophenyl)ethanone